labdane CC[C@@H](C)CC[C@H]1[C@@H](C)CC[C@H]2C(C)(C)CCC[C@]12C